NC=1SC2=NC(=C(C=C2N1)F)O[C@H]([C@@H](C)O)C (2R,3S)-3-((2-amino-6-fluorothiazolo[5,4-b]pyridin-5-yl)oxy)butan-2-ol